C(CCC)[Sn](CCCC)=S di(n-butyl)tin(IV) sulfide